[Si](C1=CC=CC=C1)(C1=CC=CC=C1)(C(C)(C)C)OCC[C@H](CCC)NC=1C2=C(N=C(N1)NC(=O)OC)C=NN2CC2=CC=C(C=1C=CC=NC21)C(=O)OC methyl (S)-8-((7-((1-((tert-butyldiphenylsilyl)oxy)hexan-3-yl)amino)-5-((methoxy-carbonyl)amino)-1H-pyrazolo[4,3-d]pyrimidin-1-yl)methyl)quinoline-5-carboxylate